1-[(2R,3R,4S,5S)-3,4-dihydroxy-5-(hydroxymethyl)-5-(triisopropylsilyloxymethyl)-tetra-hydrofuran-2-yl]pyrimidine-2,4-dione O[C@H]1[C@@H](O[C@]([C@H]1O)(CO[Si](C(C)C)(C(C)C)C(C)C)CO)N1C(NC(C=C1)=O)=O